1-methyl-5-((R)-3-methylmorpholino)-3-(1-(tetrahydro-2H-pyran-2-yl)-1H-pyrazol-5-yl)-1H-pyrazole CN1N=C(C=C1N1[C@@H](COCC1)C)C1=CC=NN1C1OCCCC1